2,4,6-trichloro-1,3,5-triazine compound with 2,4,6-tribromo-1,3,5-triazine BrC1=NC(=NC(=N1)Br)Br.ClC1=NC(=NC(=N1)Cl)Cl